trimethylsilyl oxide C[Si](C)(C)O[Si](C)(C)C